(1R)-1-[[3-(2-morpholino-4-pyridyl)-1-tetrahydropyran-2-yl-indazol-5-yl]amino]tetralin-6-carbonitrile O1CCN(CC1)C1=NC=CC(=C1)C1=NN(C2=CC=C(C=C12)N[C@@H]1CCCC2=CC(=CC=C12)C#N)C1OCCCC1